4-(5-amino-1-methyl-1H-1,2,4-triazol-3-yl)-3-(sec-butyl)-1,3,4,5-tetrahydro-2H-benzo[1,4]diazepin-2-one NC1=NC(=NN1C)N1C(C(NC2=C(C1)C=CC=C2)=O)C(C)CC